CC1=NOC(=C1CC(=O)NC1=NC=CC(=C1)C1=C(C2=NC=CC=C2N1)C1=NC=CC=C1)C 2-(3,5-dimethylisoxazol-4-yl)-N-[4-[3-(2-pyridyl)-1H-pyrrolo[3,2-b]pyridin-2-yl]-2-pyridyl]acetamide